(R)-2-(5-methyl-3-((1-methylpiperidin-3-yl)amino)-1,2,4-triazin-6-yl)-5-(trifluoromethyl)pyridin-3-ol CC=1N=C(N=NC1C1=NC=C(C=C1O)C(F)(F)F)N[C@H]1CN(CCC1)C